2-((1-(6-Methyl-4-oxo-2-(thiazol-5-yl)-4H-chromen-8-yl)ethyl)amino)benzoic acid CC=1C=C2C(C=C(OC2=C(C1)C(C)NC1=C(C(=O)O)C=CC=C1)C1=CN=CS1)=O